ethyl (E)-4-(2-(((1,2-diphenylethoxy)carbonyl)amino)-4-methylpentanamido)-5-(2-oxopyrrolidin-3-yl)pent-2-enoate C1(=CC=CC=C1)C(CC1=CC=CC=C1)OC(=O)NC(C(=O)NC(/C=C/C(=O)OCC)CC1C(NCC1)=O)CC(C)C